C1(=CC=CC=C1)C1=NC(=NC(=N1)C1=CC=CC=C1)C(COC1=C(C=CC=C1)O)CCC(C)CC 2-(4,6-diphenyl-1,3,5-triazin-2-yl)-5-ethylhexyl-oxyphenol